trans-1,2,3-triazole N1N=NC=C1